3-bromo-4-hydrazinylphenol BrC=1C=C(C=CC1NN)O